tert-butyl (2R,4R)-4-{(ethanesulfonyl) [(4-methoxyphenyl)methyl]amino}-3,3-difluoro-2-{[(methanesulfonyl)oxy]methyl}pyrrolidine-1-carboxylate C(C)S(=O)(=O)N([C@H]1C([C@H](N(C1)C(=O)OC(C)(C)C)COS(=O)(=O)C)(F)F)CC1=CC=C(C=C1)OC